3-chloro-2,4-Pentandione ClC(C(C)=O)C(C)=O